BrC1=CC=C(C=C1)C12C(C3=C(C=NC=C3Cl)O1)(C(C(C2C2=CC=CC=C2)C(=O)N(C)C)O)O 7a-(4-bromophenyl)-4-chloro-4b,5-dihydroxy-N,N-dimethyl-7-phenyl-4b,6,7,7a-tetrahydro-5H-cyclopenta[4,5]furo[2,3-c]pyridine-6-carboxamide